FC=1C=C(N)C=CC1N1CCN(C2(CC2)C1)C 3-fluoro-4-(4-methyl-4,7-diazaspiro[2.5]oct-7-yl)aniline